6-Aminopyridine NC1=CC=CC=N1